(2S)-2-hydroxy-N-methyl-3-[(2'S,7r)-2'-methyl-2-(trifluoromethyl)spiro[4,5-dihydrothieno[2,3-c]pyran-7,4'-piperidin]-1'-yl]propionamide (trifluoroacetate) FC(C(=O)O)(F)F.O[C@H](C(=O)NC)CN1[C@H](C[C@@]2(CC1)OCCC1=C2SC(=C1)C(F)(F)F)C